4-methyl-3-phenylquinoxalin-2(1H)-one CN1C(C(NC2=CC=CC=C12)=O)C1=CC=CC=C1